C(CCCCCCCCCCC)(=O)OC[C@@H](OC(CCCCCCCCCCC)=O)COP(=O)(O)OCC[N+](C)(C)C 1,2-di-lauroyl-sn-glycero-3-phosphorylcholine